N-(2-fluorophenyl)-5-(methoxy-d3)pyridineamide FC1=C(C=CC=C1)NC(=O)C1=NC=C(C=C1)OC([2H])([2H])[2H]